ClC1=NC=CC=2C3=C(CN(C12)C)N(N=N3)C 6-chloro-3,5-dimethyl-4,5-dihydro-3H-[1,2,3]triazolo[4,5-c][1,7]naphthyridine